C1(CC1)C1=CC=C(C2=C1N=C(O2)N2CC1N(C(C2)C1)C(=O)OC(C)(C)C)C=1SC=CN1 tert-Butyl 3-(4-cyclopropyl-7-(thiazol-2-yl)benzo[d]oxazol-2-yl)-3,6-diazabicyclo[3.1.1]heptane-6-carboxylate